1-(5-benzyloxy-2,4-dichloro-phenyl)-3-[(1S)-1-(2-pyrimidin-2-yl-1,2,4-triazol-3-yl)ethyl]urea C(C1=CC=CC=C1)OC=1C(=CC(=C(C1)NC(=O)N[C@@H](C)C=1N(N=CN1)C1=NC=CC=N1)Cl)Cl